C(C)(C)(C)OC(=O)NC=1C=C(C=CC1)[C@@H](CC(=O)OCC)C ethyl (3R)-3-(3-[[(tert-butoxy)carbonyl]amino]phenyl)butanoate